C1OC2=CC=C3C=CC=C(C3=C2O1)N 7-methylenedioxy-1-naphthylamine